4-[5-(4,4,5,5-tetramethyl-1,3,2-dioxaborolan-2-yl)-2-pyridyl]morpholine CC1(OB(OC1(C)C)C=1C=CC(=NC1)N1CCOCC1)C